[Na+].[Na+].C(C(O)CC(=O)[O-])(=O)[O-] DL-Malic acid disodium salt